CC1=C2C=CC3=CC=CC4=C3C2=C(C=C1)C=C4 methylpyrene